(S)-2-oxo-1'-[2-({3-oxo-1H,2H,3H,5H,6H,10bH-imidazo[4,3-a]isoquinolin-8-yl}oxy)ethyl]-1,2-dihydrospiro[indole-3,4'-piperidine]-5-carbonitrile O=C1NC2=CC=C(C=C2C12CCN(CC2)CCOC=2C=C1CCN3[C@@H](C1=CC2)CNC3=O)C#N